C[Si]1(CC(CC1)N1C(C2(C3=C1N=C(N=C3)S(=O)(=O)C)CC2)=O)C 7'-(1,1-dimethylsilolan-3-yl)-2'-(methylsulfonyl)spiro[cyclopropane-1,5'-pyrrolo[2,3-d]pyrimidin]-6'(7'H)-one